[4,4-diethyl-1-[(1R)-1-[3-[[(1R,2R)-2-hydroxyindan-1-yl]carbamoyl]phenyl]butyl]-6-oxo-hexahydropyrimidin-2-ylidene]ammonium C(C)C1(NC(N(C(C1)=O)[C@H](CCC)C1=CC(=CC=C1)C(N[C@H]1[C@@H](CC2=CC=CC=C12)O)=O)=[NH2+])CC